[13C6]-Arginine N[13C@@H]([13CH2][13CH2][13CH2]N[13C](N)=N)[13C](=O)O